2-hydroxyethoxypyrazine-2-carboxamide OCCOC=1C(=NC=CN1)C(=O)N